4-(isopropylamino)-1,5-naphthyridine-3-carboxamide C(C)(C)NC1=C(C=NC2=CC=CN=C12)C(=O)N